COCCSCCC(=O)O 3-[(2-methoxyethyl)thio]propanoic acid